C(=CC)N1C[C@@H](CCC1)C=1C=NC=CC1C1=CC(=C(CNC(=O)C2=NOC(=C2)C(C)(C)C)C=C1)C (S)-N-(4-(3-(1-propenylpiperidin-3-yl)pyridin-4-yl)-2-methylbenzyl)-5-(tert-butyl)isoxazole-3-carboxamide